S1C(=NC2=C1C=CC=C2)COC=2C=C1C(=CC(=NC1=CC2F)C(=O)OCC)C(=O)N2CCCCC2 ethyl 6-(benzo[d]thiazol-2-ylmethoxy)-7-fluoro-4-(piperidine-1-carbonyl)quinoline-2-carboxylate